5-(2-ethoxypyridin-3-yl)-N-((1-methyl-1H-pyrazol-4-yl)methyl)-1-(oxetan-3-yl)-1H-pyrazolo[4,3-b]pyridin-7-amine C(C)OC1=NC=CC=C1C1=CC(=C2C(=N1)C=NN2C2COC2)NCC=2C=NN(C2)C